3-(3-(2-((3-(2-carboxy-2-(pyrrolidin-3-yl)ethyl)benzyl)(2-((3-(2-carboxy-2-(pyrrolidin-3-yl)ethyl)phenyl)thio)ethyl)amino)-2-oxoethyl)phenyl)-2-(pyrrolidin-3-yl)propanoic acid C(=O)(O)C(CC=1C=C(CN(C(CC=2C=C(C=CC2)CC(C(=O)O)C2CNCC2)=O)CCSC2=CC(=CC=C2)CC(C2CNCC2)C(=O)O)C=CC1)C1CNCC1